2-(5-fluorobenzofuran-2-yl)-5-(sec-butyldithio)-1,3,4-oxadiazole FC=1C=CC2=C(C=C(O2)C=2OC(=NN2)SSC(C)CC)C1